ClC(C(=O)NC1=CC=2C(C3=CC=CC=C3C2C=C1)O)(Cl)Cl 2,2,2-trichloro-N-(9-hydroxy-9H-fluoren-2-yl)acetamide